NC(C)C1(CCN(CC1)C=1N=CC(=NC1CO)SC1=C(C(=NC=C1)N1CC(C1)C(C)(C)O)Cl)C 2-(1-(4-(5-(4-(1-aminoethyl)-4-methylpiperidin-1-yl)-6-(hydroxymethyl)pyrazin-2-ylthio)-3-chloropyridin-2-yl)azetidin-3-yl)propan-2-ol